trimethyl-(phenylthio)silane C[Si](SC1=CC=CC=C1)(C)C